N-{[4-(benzenesulfonyl)phenyl]methyl}-[1,2,4]triazolo[4,3-a]pyridine-6-carboxamide C1(=CC=CC=C1)S(=O)(=O)C1=CC=C(C=C1)CNC(=O)C=1C=CC=2N(C1)C=NN2